6-(4-((2R,6R)-4-acryloyl-6-methyl-1-(methylsulfonyl)piperazin-2-yl)-6-chloropyridin-2-yl)-N-methyl-2-(trifluoromethyl)pyrimidine-4-carboxamide C(C=C)(=O)N1C[C@H](N([C@@H](C1)C)S(=O)(=O)C)C1=CC(=NC(=C1)Cl)C1=CC(=NC(=N1)C(F)(F)F)C(=O)NC